1-(tert-butyl)-N-(4-(2-(cyclopropanecarboxamido)pyridin-4-yl)-3-fluoro-2-methylbenzyl)-4-fluoro-1H-pyrazole-3-carboxamide C(C)(C)(C)N1N=C(C(=C1)F)C(=O)NCC1=C(C(=C(C=C1)C1=CC(=NC=C1)NC(=O)C1CC1)F)C